ClC=1C=C(C(=NC1)C1CC1)N[C@@H](C)C1=CC=C(S1)C(=O)N[C@H](C(=O)NC1CC1)CC1CCCC1 (2S)-2-({5-[(1S)-1-[(5-chloro-2-cyclopropylpyridin-3-yl)amino]ethyl]thiophen-2-yl}formamido)-3-cyclopentyl-N-cyclopropylpropanamide